(Z)-3-Heptene CC\C=C/CCC